CC(=O)NC(C(Cl)(Cl)Cl)O N-(2,2,2-trichloro-1-hydroxyethyl)acetamide